Cl.ClC1=CC=C(CC2CCNCC2)C=C1 4-(4-Chloro-benzyl)-piperidine hydrochloride